(E)-3-methylimidazolium hexafluorophosphate F[P-](F)(F)(F)(F)F.C[N+]1=CNC=C1